2-((5-cyclopropyl-3-(2,6-dichlorophenyl)isoxazol-4-yl)methyl)-7-azaspiro[3.5]nonane-7-carboxylic acid tert-butyl ester C(C)(C)(C)OC(=O)N1CCC2(CC(C2)CC=2C(=NOC2C2CC2)C2=C(C=CC=C2Cl)Cl)CC1